1-(bis(dimethylamino)methylene)-1H-[1,2,3]triazolo[4,5-b]pyridin-1-ium 3-oxide hexafluorophosphate F[P-](F)(F)(F)(F)F.CN(C)C(=[N+]1N=[N+](C2=NC=CC=C21)[O-])N(C)C